C1(CC1)CN1C2=C(SCC1=O)C=C(C=C2)C(=O)NC2=CNC1=CC=CC=C21 4-(cyclopropylmethyl)-N-(1H-indol-3-yl)-3-oxo-3,4-dihydro-2H-benzo[b][1,4]thiazine-7-carboxamide